C1(=NC=CC2=CC=CC=C12)C(=O)NCC1=NOC(C1)(C(=O)OCC)CC1=CC(=CC=C1)C ethyl 3-((isoquinoline-1-carboxamido)methyl)-5-(3-methylbenzyl)-4,5-dihydroisoxazole-5-carboxylate